4-(7-fluoro-3-quinolylamino)-2-[3-methoxy-4-(3-piperidinopropoxy)phenylamino]pyrimidine FC1=CC=C2C=C(C=NC2=C1)NC1=NC(=NC=C1)NC1=CC(=C(C=C1)OCCCN1CCCCC1)OC